tert-butyl(((3S,4R,E)-1-((4-methoxybenzyl)oxy)-4-methyl-6-(4,4,5,5-tetramethyl-1,3,2-dioxaborolan-2-yl)hex-5-en-3-yl)oxy)dimethylsilane C(C)(C)(C)[Si](C)(C)O[C@@H](CCOCC1=CC=C(C=C1)OC)[C@@H](\C=C\B1OC(C(O1)(C)C)(C)C)C